OC1(CC=CC=C1)O dihydroxyl-3,5-cyclohexadiene